N-(3-chloro-2,6-difluorobenzyl)-6-{5-[(cyclopropylamino)carbonyl]-3-fluoro-2-methylphenyl}nicotinamide ClC=1C(=C(CNC(C2=CN=C(C=C2)C2=C(C(=CC(=C2)C(=O)NC2CC2)F)C)=O)C(=CC1)F)F